CC1=C(OC2=CC(=NC=C2)C(=O)N[C@@H]2C(N(C3=C(OC2)C=CC(=C3)C#CC(C)(C)O)C)=O)C(=CC=C1)C (S)-4-(2,6-Dimethylphenoxy)-N-(7-(3-hydroxy-3-methylbut-1-yn-1-yl)-5-methyl-4-oxo-2,3,4,5-tetrahydrobenzo[b][1,4]oxazepin-3-yl)picolinamid